CC=1C2=C(NC1)C=CS2 6-methyl-4H-thieno[3,2-b]pyrrole